2-(2-oxo-6-(3-(trifluoromethyl)phenyl)-3-trityl-2,3-dihydro-1H-imidazo[4,5-b]pyridin-1-yl)propanoic acid O=C1N(C=2C(=NC=C(C2)C2=CC(=CC=C2)C(F)(F)F)N1C(C1=CC=CC=C1)(C1=CC=CC=C1)C1=CC=CC=C1)C(C(=O)O)C